manganese(II) sulfate-hydrate O.S(=O)(=O)([O-])[O-].[Mn+2]